tert-Butyl 4-(4-(pyridin-2-yl)-1,2,3,4-tetrahydroquinoxaline-1-carboxamido)piperidin-1-carboxylate N1=C(C=CC=C1)N1CCN(C2=CC=CC=C12)C(=O)NC1CCN(CC1)C(=O)OC(C)(C)C